ClC1=NC=C(C(=C1)C1=C(C=NC(=C1)C)C(=O)NC=1SC2=C(N1)C(=CC=C2)CCC(N(C)C)=O)OC 2'-chloro-N-(4-[2-(dimethylcarbamoyl)ethyl]-1,3-benzothiazol-2-yl)-5'-methoxy-6-methyl-[4,4'-bipyridine]-3-carboxamide